(1E,6E)-1,7-bis(3-methoxy-4-((tetrahydro-2H-pyran-2-yl)oxy)phenyl)-4,4-dimethylhepta-1,6-diene-3,5-dione COC=1C=C(C=CC1OC1OCCCC1)\C=C\C(C(C(\C=C\C1=CC(=C(C=C1)OC1OCCCC1)OC)=O)(C)C)=O